2-(4-((5-(2-Chloropyridin-4-yl)-2,4-dimethylphenyl)sulfonyl)piperazin-1-yl)ethan-1-ol ClC1=NC=CC(=C1)C=1C(=CC(=C(C1)S(=O)(=O)N1CCN(CC1)CCO)C)C